5-Fluoro-(2-methoxy-d3)-benzoic acid FC=1C=CC(=C(C(=O)O)C1)OC([2H])([2H])[2H]